(2S)-3-(3-bromophenyl)-2-[(3R)-1-[(tert-butyloxy)carbonyl]pyrrolidin-3-yl](3,3-2H2)propionic acid BrC=1C=C(C=CC1)C([C@H](C(=O)O)[C@@H]1CN(CC1)C(=O)OC(C)(C)C)([2H])[2H]